ethyl 2-[(2R,6S)-4-[2-(3-bromo-2-methyl-phenoxy)ethyl]-2,6-dimethyl-piperazin-1-yl]acetate BrC=1C(=C(OCCN2C[C@H](N([C@H](C2)C)CC(=O)OCC)C)C=CC1)C